COCCOCCNC(C[C@@H](C1=CC=CC=C1)NC(C(CC)(C)C)=O)=O (S)-N-(3-((2-(2-methoxyethoxy)ethyl)amino)-3-oxo-1-phenylpropyl)-2,2-dimethylbutanamide